NC(C(=O)O)(CCCCB(O)O)CCOC1=CC(=CC=C1)OC 2-amino-6-borono-2-(2-(3-methoxyphenoxy)ethyl)hexanoic acid